FC=1C=CC(=C(C1)C1CCN(CC1)[C@@H]1COC2(CN(C2)C=2OC=NN2)C1)OC (S)-7-(4-(5-fluoro-2-methoxyphenyl)piperidin-1-yl)-2-(1,3,4-oxadiazol-2-yl)-5-oxa-2-azaspiro[3.4]octane